N[C@@H](CCC(=O)NCC)C(=O)N1CC2=C(CC1)N=CN2 5-theanyl-4,5,6,7-tetrahydro-3H-imidazo[4,5-c]pyridine